C(C)[C@H]1N(C[C@@H](N(C1)C(=O)OC(C)(C)C)CO)C(=O)OC(C)(C)C di-tert-butyl (2R,5R)-2-ethyl-5-(hydroxymethyl)piperazine-1,4-dicarboxylate